N-(2-(7-isopropyloxy-1-((1s,4s)-4-isopropylcyclohexyl)-3-oxo-1H-spiro[isoquinoline-4,4-piperidin]-2(3H)-yl)ethyl)aminosulfamide C(C)(C)OC1=CC=C2C(=C1)C(N(C(C21CCNCC1)=O)CCNNS(=O)(=O)N)C1CCC(CC1)C(C)C